NC1=C(C(N(C2=CC(=CC=C12)C(F)(F)F)C1=CC=C(C=C1)CO)=O)C(=O)OC methyl 4-amino-2-oxo-1-(4-(hydroxymethyl)phenyl)-7-(trifluoromethyl)-1,2-dihydroquinoline-3-carboxylate